C(C)(C)(C)C=1C=C(CCC(=O)NCCCCCCNC(CCC2=CC(=C(C(=C2)C(C)(C)C)O)C(C)(C)C)=O)C=C(C1O)C(C)(C)C N,N'-Hexamethylenebis(3,5-di-t-butyl-4-hydroxyhydrocinnamamide)